1-ethyl-3-methyl-7-oxabicyclo[4.1.0]heptane C(C)C12CC(CCC2O1)C